(R)-4-(3,5-dimethylpyridin-2-yl)-3-methylpiperazine-1-carboxylic acid tert-butyl ester C(C)(C)(C)OC(=O)N1C[C@H](N(CC1)C1=NC=C(C=C1C)C)C